2-butyl-4-methyl-2,3,4,6,7,8-hexahydro-5H-chromen-5-one C(CCC)C1OC=2CCCC(C2C(C1)C)=O